1-[2-(4-piperidin-4-yl-phenylamino)-pyrimidin-4-yl]-1H-indole-3-carboxylic acid methylamide CNC(=O)C1=CN(C2=CC=CC=C12)C1=NC(=NC=C1)NC1=CC=C(C=C1)C1CCNCC1